ClC=1C=NC(=C(C(=O)NC2CCC(CC2)CN2C(N(C3=C2C=CC=C3)C=3C=NC=C(C3)OCCOC)=O)C1)C 5-chloro-N-((1r,4r)-4-((3-(5-(2-methoxyethoxy)pyridin-3-yl)-2-oxo-2,3-dihydro-1H-benzo[d]imidazol-1-yl)methyl)cyclohexyl)-2-methylnicotinamide